CN1N=NC2=C1C=CC(=C2C)[C@H](CC(=O)O)C=2C=C(C1=C(C=CS1)C2)CN2C[C@H](OC1=C([C@@H]2C)N=C(C=C1)O)C (3R)-3-(1,4-dimethyl-1H-benzotriazol-5-yl)-3-(7-{[(2R,5S)-7-hydroxy-2,5-dimethyl-2,3-dihydropyrido[2,3-f][1,4]oxazepin-4(5H)-yl]methyl}-1-benzothien-5-yl)propanoic acid